CN1NC=C2N(C1=O)C=C(C=C2)C 3,7-Dimethyl-2,3-dihydro-4H-pyrido[1,2-d][1,2,4]triazin-4-one